7-(7-(8-Ethyl-7-fluoro-3-hydroxynaphthalen-1-yl)-6,8-difluoro-2-(((2r,7as)-2-fluorohexahydro-1H-pyrrolizin-7a-yl)methoxy)quinazolin-4-yl)-1,3,7-triazaspiro[4.5]decan-2-one C(C)C=1C(=CC=C2C=C(C=C(C12)C1=C(C=C2C(=NC(=NC2=C1F)OC[C@]12CCCN2C[C@@H](C1)F)N1CC2(CNC(N2)=O)CCC1)F)O)F